N-methoxy-N-methylnicotinamide CON(C(C1=CN=CC=C1)=O)C